tert-butyl 4-((7-(N-cyclopentyl-4-fluorobenzamido)-N-((2-(methylamino)pyrimidin-4-yl)methyl)heptanamido)methyl)piperidine-1-carboxylate C1(CCCC1)N(C(C1=CC=C(C=C1)F)=O)CCCCCCC(=O)N(CC1=NC(=NC=C1)NC)CC1CCN(CC1)C(=O)OC(C)(C)C